OCCNC=1C2=C(N=CN1)OC(=C2C=2C=C(C=CC2)NC(C=C)=O)C2=CC=C(C=C2)N2CCN(CC2)C N-(3-{4-[(2-Hydroxyethyl)amino]-6-[4-(4-methylpiperazin-1-yl)phenyl]furo[2,3-d]pyrimidin-5-yl}phenyl)prop-2-enamide